(2S)-2-((1S)-4,6-difluoroisochroman-1-yl)azetidine FC1CO[C@@H](C2=CC=C(C=C12)F)[C@H]1NCC1